(S)-3-((tert-Butoxycarbonyl)amino)-5-methyl-4-oxo-2,3,4,5-tetrahydrobenzo[b][1,4]oxazepin-7-carboxylic acid methyl ester COC(=O)C1=CC2=C(OC[C@@H](C(N2C)=O)NC(=O)OC(C)(C)C)C=C1